O=C1NC(CCC1N1C(C2=CC(=C(C=C2C1)CNC=1C=CC=C2CN(C(C12)=O)C(C(=O)NC=1SC=CN1)C1=C(C=CC(=C1)F)O)F)=O)=O 2-(7-(((2-(2,6-dioxopiperidin-3-yl)-6-fluoro-1-oxoisoindoline-5-yl)methyl)amino)-1-Oxoisoindolin-2-yl)-2-(5-fluoro-2-hydroxyphenyl)-N-(thiazol-2-yl)acetamide